1-[2-(hydroxymethyl)pyrrolidin-1-yl]propan-1-one OCC1N(CCC1)C(CC)=O